3-chloro-2-methyl-N-(5,8-dimethoxy-[1,2,4]triazolo[1,5-c]pyrimidin-2-yl)benzenesulfonamide ClC=1C(=C(C=CC1)S(=O)(=O)NC1=NN2C(=NC=C(C2=N1)OC)OC)C